[O].FC(S(=O)(=O)O)(F)F trifluoromethanesulfonic acid oxygen